ClC1=C(C=C2C=CN=CC2=C1)C1CCC(CC1)N1CC(C1)(F)F 7-chloro-6-(4-(3,3-difluoroazetidin-1-yl)cyclohexyl)isoquinolin